ClC1=CC2=C(N(CN(C2=O)C2=C(NC(C=C2)=O)C)C2=C(C=C(C=C2)F)C(C)C)C=N1 6-chloro-1-(4-fluoro-2-isopropylphenyl)-3-(2-methyl-6-oxo-1,6-dihydropyridin-3-yl)-2,3-dihydropyrido[3,4-d]pyrimidin-4(1H)-one